1,2,3-tri(cyanoethyloxy)propane C(#N)CCOCC(COCCC#N)OCCC#N